3-(5,5-difluoro-4-hydroxy-3-(trifluoromethyl)-4,5,6,7-tetrahydro-1H-indol-1-yl)-5-fluorobenzonitrile FC1(C(C=2C(=CN(C2CC1)C=1C=C(C#N)C=C(C1)F)C(F)(F)F)O)F